4-{[(4-methoxyphenyl)methyl]amino}-2-oxobicyclo[2.2.2]octane-1-carboxylic acid COC1=CC=C(C=C1)CNC12CC(C(CC1)(CC2)C(=O)O)=O